[N+](=[N-])=CC(CC[C@@H](C(=O)OC(C)C)NC([C@H](CC1=CNC2=NC=CC=C21)OC)=O)=O isopropyl (S)-6-diazo-2-((S)-2-methoxy-3-(1H-pyrrolo[2,3-b]pyridin-3-yl)propanamido)-5-oxohexanoate